(R)-1,3,7-triazaspiro[4.5]decane-2,4-dione N1C(NC([C@@]12CNCCC2)=O)=O